Tert-butyl (7-((6-bromobenzo[d]thiazol-2-yl) amino)-7-oxoheptyl)carbamate BrC1=CC2=C(N=C(S2)NC(CCCCCCNC(OC(C)(C)C)=O)=O)C=C1